2-phenyl-2-[(2-phenylpropane-2-yl)peroxy]propane C1(=CC=CC=C1)C(C)(C)OOC(C)(C)C1=CC=CC=C1